C1(=C(C=CC=C1)C#CC1=NNC2=CC=C(C=C12)C(=O)N1C[C@H](CC1)N1CCC(CC1)C(=O)NC)C1=CC=CC=C1 (S)-1-(1-(3-([1,1'-biphenyl]-2-ylethynyl)-1H-indazole-5-carbonyl)pyrrolidin-3-yl)-N-methylpiperidine-4-carboxamide